ClC=1C=C2C(=CN=C(C2=CN1)N1[C@@H](CC1)C)C=O (R)-6-chloro-1-(2-methylazetidin-1-yl)-2,7-naphthyridine-4-carbaldehyde